Cl.O=S1(C[C@@H](CC1)N)=O (3R)-1,1-dioxothiolan-3-amine hydrochloric acid salt